C(C)(C)(C)OC1=CC=C(C=C1)C1=CC=C(C=C1)C(C)=O 1-(4'-(tert-butoxy)-[1,1'-biphenyl]-4-yl)ethan-1-one